3-amino-N-(2-cyclopropyl-2-(dimethyl-amino)ethyl)-6-(3-methylimidazo[1,2-a]pyridin-6-yl)-5-(oxazol-2-yl)pyrazine-2-carboxamide NC=1C(=NC(=C(N1)C=1OC=CN1)C=1C=CC=2N(C1)C(=CN2)C)C(=O)NCC(N(C)C)C2CC2